C12(CC(C1)C2)N2C=C(C(=CC2=O)N[C@H]2CN1CCC2CC1)C(=O)N[C@H](C)C1=C(C(=CC=C1)C(F)F)F 1-(bicyclo[1.1.1]pent-1-yl)-N-((R)-1-(3-(difluoromethyl)-2-fluorophenyl)ethyl)-6-oxo-4-(((R)-quinuclidin-3-yl)amino)-1,6-dihydropyridine-3-carboxamide